N-(2-(3-(7'-(2,6-dioxopiperidin-3-yl)-6',8'-dioxo-4',6',7',8'-tetrahydro-3'H-spiro[piperidin-4,2'-pyrano[2,3-f]isoindol]-1-yl)-3-oxopropoxy)ethyl)-2-methoxybenzamide O=C1NC(CCC1N1C(C=2C=C3C(=CC2C1=O)OC1(CC3)CCN(CC1)C(CCOCCNC(C1=C(C=CC=C1)OC)=O)=O)=O)=O